(4-bromophenyl)[2-fluoro-3-(naphthalen-2-ylcarbonyl)indol-1-yl]methanone BrC1=CC=C(C=C1)C(=O)N1C(=C(C2=CC=CC=C12)C(=O)C1=CC2=CC=CC=C2C=C1)F